N-(1-methyl-1H-pyrazole-5-carbonyl)-O-((1r,3r)-3-(2-(5,6,7,8-tetrahydro-1,8-naphthyridin-2-yl)ethyl)cyclobutyl)-L-homoserine CN1N=CC=C1C(=O)N[C@@H](CCOC1CC(C1)CCC1=NC=2NCCCC2C=C1)C(=O)O